C[C@@H]1NC[C@H]1O (2s,3r)-2-methylazetidin-3-ol